CC1(C2(OCCO2)CCC(C1)O)C 6,6-dimethyl-1,4-dioxaspiro[4.5]decan-8-ol